diacetylglycerol CC(=O)OCC(CO)OC(=O)C